ClC=1C=NN(C(C1Cl)=O)CC(=O)NC1=CC(=C(C(=C1)C)C)S(N(C)C)(=O)=O 2-(4,5-Dichloro-6-oxopyridazin-1(6H)-yl)-N-(3-(N,N-dimethylsulfamoyl)-4,5-dimethylphenyl)acetamide